(S)-1-(5-((3-methyl-4-(oxetan-3-ylmethyl)piperazin-1-yl)methyl)benzo[d]isoxazol-3-yl)dihydropyrimidine-2,4(1H,3H)-dione C[C@H]1CN(CCN1CC1COC1)CC=1C=CC2=C(C(=NO2)N2C(NC(CC2)=O)=O)C1